BrC1=CC(=C(C=C1)C(=O)NC=1SC(=CN1)[N+](=O)[O-])C 4-bromo-2-methyl-N-(5-nitrothiazol-2-yl)benzeneFormamide